COC1=CC=2N(N=C1OCC1=NC=3CCN(CC3C=C1)C1COC1)C(=NN2)C2=NOC(=C2)C 3-(7-methoxy-6-((6-(oxetan-3-yl)-5,6,7,8-tetrahydro-1,6-naphthyridin-2-yl)methoxy)-[1,2,4]Triazolo[4,3-b]Pyridazin-3-yl)-5-methylisoxazole